4-Nitrophenyl selenite [Se](=O)(OC1=CC=C(C=C1)[N+](=O)[O-])[O-]